3-(1-isopropyl-1H-benzo[d][1,2,3]triazol-5-yl)-5-(6-isopropyl-pyridin-3-yl)-1,2,4-oxadiazole C(C)(C)N1N=NC2=C1C=CC(=C2)C2=NOC(=N2)C=2C=NC(=CC2)C(C)C